COC(NC1=NC=CC(=C1)C1=CC(=C(C=C1)OCC(CC(C)C)(C)N)Cl)=O (4-(4-((2-amino-2,4-dimethylpentyl)oxy)-3-chlorophenyl)pyridin-2-yl)carbamic acid methyl ester